2,3-Dihydro-benzofuran-7-carboxylic acid [6-(1-methyl-piperidine-4-carbonyl)-pyridin-2-yl]-amide CN1CCC(CC1)C(=O)C1=CC=CC(=N1)NC(=O)C1=CC=CC=2CCOC21